FC1(OC2=C(O1)C=CC(=C2)[C@@H](C)NC(=O)N2[C@@H]([C@H](C2=O)CC2=CC(=NC=C2)NC(=O)OCOC(C(C)C)=O)C(=O)OCC)F Ethyl (2S,3R)-1-{[(1R)-1-(2,2-difluoro-1,3-benzodioxol-5-yl)ethyl]carbamoyl}-3-{[2-({[(isobutyryloxy)methoxy]carbonyl}amino)pyridin-4-yl]methyl}-4-oxoazetidine-2-carboxylate